1-phenylpropan-2-yl ((S)-1-(((S)-4-amino-3,4-dioxo-1-((S)-2-oxopyrrolidin-3-yl)butan-2-yl)amino)-4-methyl-1-oxopentan-2-yl)carbamate NC(C([C@H](C[C@H]1C(NCC1)=O)NC([C@H](CC(C)C)NC(OC(CC1=CC=CC=C1)C)=O)=O)=O)=O